OC[C@@H]1CCCC(N1)=O (6S)-6-(hydroxymethyl)piperidin-2-one